4-methyl-3-[3-(trifluoromethyl)-1,2,4-oxadiazol-5-yl]aniline CC1=C(C=C(N)C=C1)C1=NC(=NO1)C(F)(F)F